C(#N)C1=CC(=C(C(=C1)C)C=1C=C(C=NC1)[C@H](CC(=O)OCC(N(C)C)=O)NC([C@H](CC(C)C)NC(=O)C=1C(N(C=CC1)C)=O)=O)C (dimethylcarbamoyl)methyl (3S)-3-[5-(4-cyano-2,6-dimethylphenyl)pyridin-3-yl]-3-[(2S)-4-methyl-2-[(1-methyl-2-oxo-1,2-dihydropyridin-3-yl)formamido]pentanamido]propanoate